COCCNC(=O)C1NCCC1 N-(2-methoxyethyl)pyrrolidine-2-carboxamide